Adamantyl-palladium(II) C12(CC3CC(CC(C1)C3)C2)[Pd+]